(Ra)-6-(1-([1,1'-Biphenyl]-4-ylmethyl)-1H-indazol-7-carboxamido)spiro[3.3]heptan C1(=CC=C(C=C1)CN1N=CC2=CC=CC(=C12)C(=O)NC1CC2(CCC2)C1)C1=CC=CC=C1